2-(2,6-dioxo-3-piperidyl)-4-vinyl-isoindoline-1,3-dione O=C1NC(CCC1N1C(C2=CC=CC(=C2C1=O)C=C)=O)=O